(1S,3aR,6aS)-N-[(2S)-1-[(3S)-2-oxopyrrolidin-3-yl]but-3-yn-2-yl]-octahydrocyclopenta[c]pyrrole-1-carboxamide O=C1NCC[C@H]1C[C@@H](C#C)NC(=O)[C@H]1NC[C@H]2[C@@H]1CCC2